[N-]=C=S.C(C)(=O)O[C@H]1[C@H](O)O[C@@H]([C@H]([C@@H]1OC(C)=O)OC(C)=O)COC(C)=O 2,3,4,6-tetra-O-acetyl-β-D-glucose isothiocyanate